3,4-diamino-4'-carboxybiphenyl NC=1C=C(C=CC1N)C1=CC=C(C=C1)C(=O)O